1-(tert-butyl)imidazole C(C)(C)(C)N1C=NC=C1